t-butyldimethylsilyl-trifluoromethanesulfonate [Si](C)(C)(C(C)(C)C)OS(=O)(=O)C(F)(F)F